FC1CN(C1)C(CN1N=CC2=NC=C(C=C21)C2=CC(=NC=C2)C(F)(F)F)=O 1-(3-Fluoroazetidin-1-yl)-2-[6-[2-(trifluoromethyl)-4-pyridyl]pyrazolo[4,3-b]pyridin-1-yl]ethanone